Z-ribose O=C[C@H](O)[C@H](O)[C@H](O)CO